BrC1=C(C(=CC(=C1)Cl)Br)OC 1,3-dibromo-5-chloro-2-methoxybenzene